(S)-N-(4-cyclobutyl-5-(4-fluorophenyl)-1-methyl-1H-pyrazol-3-yl)-2,3,3-trimethylbutanamide C1(CCC1)C=1C(=NN(C1C1=CC=C(C=C1)F)C)NC([C@H](C(C)(C)C)C)=O